FC(S(=O)(=O)OC1=COC2=C1C(=CC=C2F)F)(F)F 4,7-difluoro-1-benzofuran-3-yl trifluoromethanesulfonate